3-(N-(3,4-Dichloro-10-(1-(tetrahydro-2H-pyran-2-yl)-1H-pyrazol-4-yl)-6,7,8,9-tetrahydropyrido[1,2-a]indol-7-yl)sulfamoyl)-N-methylpropanamide ClC1=CC=C2C(=C3N(C2=C1Cl)CC(CC3)NS(=O)(=O)CCC(=O)NC)C=3C=NN(C3)C3OCCCC3